C(C)C=1C=CC=C2C=CC=C(C12)N1CC=2N=C(N=C(C2CC1)N1CC(CCC1)N1N=C(C=C1)C)OCC1(CC1)CN(C)C 1-(1-(((7-(8-ethylnaphthalen-1-yl)-4-(3-(3-methyl-1H-pyrazol-1-yl)piperidin-1-yl)-5,6,7,8-tetrahydropyrido[3,4-d]pyrimidin-2-yl)oxy)methyl)cyclopropyl)-N,N-dimethylmethanamine